NS(C1=CC=NC=C1)(=O)=NC([C@H](CC(C)C)NC(OC(C)(C)C)=O)=O tert-butyl ((2S)-1-((amino(oxo)(pyridin-4-yl)-λ6-sulfanylidene)amino)-4-methyl-1-oxopentan-2-yl)carbamate